Cl.N[C@@H]1C[C@@H]([C@@H]2[C@H]1OC(O2)(C)C)CO [(3aR,4R,6R,6aS)-6-Amino-2,2-dimethyltetrahydro-3aH-cyclopenta[d][1,3]dioxol-4-yl]methanol hydrochloride